(E)-1-(4-(3-bromopropyloxy)phenyl)-3-(p-tolyl)prop-2-en-1-one BrCCCOC1=CC=C(C=C1)C(\C=C\C1=CC=C(C=C1)C)=O